cyclohexanetriol lithium borate B([O-])([O-])[O-].[Li+].C1(C(CCCC1)O)(O)O.[Li+].[Li+]